C(C)(C)[Si](OC1=CC=2CC[C@H]3[C@@H]4CC(C([C@@]4(C)CC[C@@H]3C2C=C1)=O)S(=O)C1=CC=CC=C1)(C(C)C)C(C)C 3-triisopropylsilyloxy-16-(phenylsulfinyl)-estra-1,3,5(10)-triene-17-one